C(C)(C)(C)OC(=O)N1C(CCC1)(C(=O)O)C 2-methylpyrrolidine-1,2-dicarboxylic acid 1-tert-butyl ester